methyl (E)-3-[3,5-dichloro-4-[3-[2-(p-tolylsulfonyloxy)ethoxy]propoxy] phenyl]prop-2-enoate ClC=1C=C(C=C(C1OCCCOCCOS(=O)(=O)C1=CC=C(C=C1)C)Cl)/C=C/C(=O)OC